tert-butyl (4-hydroxy-4-((trimethylsilyl)ethynyl)cyclohexyl)carbamate OC1(CCC(CC1)NC(OC(C)(C)C)=O)C#C[Si](C)(C)C